(E)-N-(4-(1-(4-(4-(2-((2-(2,6-dioxopiperidin-3-yl)-1-oxoisoindolin-4-yl)thio)ethyl)piperazin-1-yl)benzoyl)piperidin-4-yl)butyl)-3-(pyridin-3-yl)acrylamide O=C1NC(CCC1N1C(C2=CC=CC(=C2C1)SCCN1CCN(CC1)C1=CC=C(C(=O)N2CCC(CC2)CCCCNC(\C=C\C=2C=NC=CC2)=O)C=C1)=O)=O